C(C)(C)(C)OC(NC(C(=O)NC=1C=CC2=C(C1)COC1=CN=CC=C12)CC1=CC=C(C=C1)F)=O (1-((6H-Isochromeno[3,4-c]pyridin-8-yl)amino)-3-(4-fluorophenyl)-1-oxopropan-2-yl)carbamic acid tert-butyl ester